BrC1=CC(=CC2=CC=C(C(=C12)OC)F)O 4-Bromo-6-fluoro-5-methoxynaphthalen-2-ol